(S)-(4-(4-methylpyrazolo[1,5-a]pyridin-2-yl)-6,7-dihydro-1H-imidazo[4,5-c]pyridin-5(4H)-yl)(5-(6-methylpyridin-2-yl)-1,3,4-oxadiazol-2-yl)methanone CC=1C=2N(C=CC1)N=C(C2)[C@H]2N(CCC1=C2N=CN1)C(=O)C=1OC(=NN1)C1=NC(=CC=C1)C